2-isopropenyl-methyl-4-phenyl-1,3-oxazolin-5-one C(=C)(C)C=1OC(C(N1)(C1=CC=CC=C1)C)=O